BrC=1C=C(C(=CC1)NCC(F)F)N 4-bromo-N1-(2,2-difluoroethyl)benzene-1,2-diamine